tert-butyl (2-((5-((4-(bis(4-methoxybenzyl)amino)-2-(pentan-3-yloxy)imidazo[2,1-f][1,2,4]triazin-7-yl)(hydroxy)methyl)pyridin-2-yl)oxy)ethyl)(methyl)carbamate COC1=CC=C(CN(C2=NC(=NN3C2=NC=C3C(C=3C=CC(=NC3)OCCN(C(OC(C)(C)C)=O)C)O)OC(CC)CC)CC3=CC=C(C=C3)OC)C=C1